methyl 7-amino-8-bromo-quinoxaline-6-carboxylate NC1=C(C=C2N=CC=NC2=C1Br)C(=O)OC